C(C)(C)(C)OC(NCCCOC1=NC(=CC=C1[N+](=O)[O-])N1C2CN(C(C1)C2)C2(COC2)C)=O Tert-butyl(3-((6-(5-(3-methyloxetan-3-yl)-2,5-diazabicyclo[2.2.1]hept-2-yl)-3-Nitropyridin-2-yl)oxy)propyl)carbamate